isopropyl 4-(methyl(6-(4-(methylsulfonyl)phenyl)imidazo[2,1-b][1,3,4]thiadiazol-2-yl)amino)piperidine-1-carboxylate CN(C1CCN(CC1)C(=O)OC(C)C)C1=NN2C(S1)=NC(=C2)C2=CC=C(C=C2)S(=O)(=O)C